ClC1=CC=C2C(N3C(=NC2=C1)[C@@H]1CCCN([C@@H]1CC3)C)=O |r| (±)-(4aR,13bR)-11-chloro-4-methyl-1,2,3,4,4a,5,6,13b-octahydro-8H-[1,6]naphthyridino[5,6-b]quinazolin-8-one